((S)-3-cyclopentyl-1-(((S)-4-(ethylamino)-3,4-dioxo-1-((S)-2-oxopyrrolidin-3-yl)butan-2-yl)amino)-1-oxopropan-2-yl)carbamic acid (R)-2-(3-chlorophenyl)-2,2-difluoro-1-phenylethyl ester ClC=1C=C(C=CC1)C([C@@H](C1=CC=CC=C1)OC(N[C@H](C(=O)N[C@@H](C[C@H]1C(NCC1)=O)C(C(=O)NCC)=O)CC1CCCC1)=O)(F)F